tert-butyl ((4,6-diisopropyl-5-nitropyridin-2-yl)methyl)(methyl)carbamate C(C)(C)C1=CC(=NC(=C1[N+](=O)[O-])C(C)C)CN(C(OC(C)(C)C)=O)C